(E)-3-(3-(3-phenoxyphenyl)acryloyl)oxazolidin-2-one O(C1=CC=CC=C1)C=1C=C(C=CC1)/C=C/C(=O)N1C(OCC1)=O